tert-butyl 6-(4-chloro-3-methyl-7-(1-methyl-1H-pyrazol-5-yl) quinolin-2-yl)-2,6-diazaspiro-[3.4]octane-2-carboxylate ClC1=C(C(=NC2=CC(=CC=C12)C1=CC=NN1C)N1CC2(CN(C2)C(=O)OC(C)(C)C)CC1)C